OC(C(=O)NC1=CC=C(C(=O)OC(C)(C)C)C=C1)CC(C)C tert-Butyl 4-(2-hydroxy-4-methylpentanamido)benzoate